C(OC1=NNC=C1)([2H])([2H])[2H] 3-(methoxy-d3)-1H-pyrazol